5-[1-[4-[(3R)-3-[4-amino-3-(4-phenoxyphenyl)pyrazolo[3,4-d]pyrimidin-1-yl]-1-piperidyl]cyclohexyl]azetidin-3-yl]oxy-2-(2,6-dioxo-3-piperidyl)isoindoline-1,3-dione NC1=C2C(=NC=N1)N(N=C2C2=CC=C(C=C2)OC2=CC=CC=C2)[C@H]2CN(CCC2)C2CCC(CC2)N2CC(C2)OC=2C=C1C(N(C(C1=CC2)=O)C2C(NC(CC2)=O)=O)=O